N-benzyl-2-(4-(4-fluorobenzyl)-3,4-dihydro-2H-benzo[b][1,4]oxazin-3-yl)acetamide C(C1=CC=CC=C1)NC(CC1N(C2=C(OC1)C=CC=C2)CC2=CC=C(C=C2)F)=O